(R)-3-bromo-2-(5-fluoropyridin-2-yl)-6-methyl-5,6-dihydro-4H-pyrrolo[1,2-b]Pyrazole BrC1=C2N(N=C1C1=NC=C(C=C1)F)[C@@H](CC2)C